(S)-4-(((1-hydroxy-3-(octadecyloxy)propan-2-yl)oxy)methyl)-2,6-dimethoxybenzonitrile OC[C@@H](COCCCCCCCCCCCCCCCCCC)OCC1=CC(=C(C#N)C(=C1)OC)OC